ClC1=CC=C(S1)CNC1=CC(=NN1)C1CCN(CC1)CC=1C=NC=CC1 N-[(5-chlorothiophen-2-yl)methyl]-3-[1-(pyridin-3-ylmethyl)piperidin-4-yl]-1H-pyrazol-5-amine